O=C1N(CCC(N1)=O)C=1C=NN2C1C=C(C=C2)CC2CCN(CC2)C(=O)OC2=CC=CC=C2 phenyl 4-((3-(2,4-dioxotetrahydropyrimidin-1(2H)-yl)pyrazolo[1,5-a]pyridin-5-yl)methyl)piperidine-1-carboxylate